Cl.C(=O)=[Ru+2] carbonyl-ruthenium (II) hydrogen chloride